BrC=1C=C(C=CC1)C=1C2=CC=CC=C2N=C2C=CC=CC12 9-(3-bromophenyl)acridine